[Si](C1=CC=CC=C1)(C1=CC=CC=C1)(C(C)(C)C)OC[C@@H]1[C@@H](C1)C#CC1=C(C(=O)OC(C)(C)C)C=CC(=N1)Cl tert-butyl 2-(((1R,2S)-2-(((tert-butyldiphenylsilyl)oxy)methyl)cyclopropyl)ethynyl)-6-chloronicotinate